ClC1=CC(=C(COC2=CC=CC(=N2)C2=C(C(=C(CC3=NC4=C(N3[C@@H]3COCC3(C)C)C=C(C=C4F)C(=O)O)C(=C2)F)F)F)C=C1)F (S)-2-(4-(6-((4-chloro-2-fluorobenzyl)oxy)pyridin-2-yl)-2,3,6-trifluorobenzyl)-1-(4,4-dimethyltetrahydrofuran-3-yl)-4-fluoro-1H-benzo[d]imidazole-6-carboxylic acid